FC1=CC(=C(C=C1)N1C=C(C=2C1=CN=CC2)C(=O)C2CCN(CC2)C(=O)[C@@H]2[C@H]1C[C@H]1CN2C(=O)OC(C)(C)C)C2=CC=NN2C(C)C tert-Butyl (1S,2S,5R)-2-(4-(1-(4-fluoro-2-(1-isopropyl-1H-pyrazol-5-yl)phenyl)-1H-pyrrolo[2,3-c]pyridine-3-carbonyl)piperidine-1-carbonyl)-3-azabicyclo[3.1.0]hexane-3-carboxylate